N1=C(C=CC=C1)[C@H](C)NC(=O)C1=CC2=CC=CC(=C2C=C1)C1=CC=C(C=C1)C(F)(F)F (S)-N-(1-(pyridin-2-yl)ethyl)-5-(4-(trifluoromethyl)phenyl)-2-naphthamide